ClC=1C=C(C=C(C1OC=1C=C2C3(C(NC2=CC1)=O)CC(C3)(F)F)Cl)N3N=C(C(NC3=O)=O)NC(OC(C)(C)C)=O tert-butyl (2-(3,5-dichloro-4-((3,3-difluoro-2'-oxospiro[cyclobutane-1,3'-indolin]-5'-yl)oxy)phenyl)-3,5-dioxo-2,3,4,5-tetrahydro-1,2,4-triazin-6-yl)carbamate